C(C)NC(CC)=NC(C)(C)C N-ethyl-N'-t-butyl-propionamidine